N,N-dimethyl-3-[4-(4,4,5,5-tetramethyl-1,3,2-dioxaborolan-2-yl)pyrazol-1-yl]propan-1-amine CN(CCCN1N=CC(=C1)B1OC(C(O1)(C)C)(C)C)C